α-methyl-L-tryptophan C[C@](N)(CC1=CNC2=CC=CC=C12)C(=O)O